CC(C)(C)[S@@](=O)/N=C/C=1C=C2C(=CN1)N(N=C2)C (R,E)-2-methyl-N-((1-methyl-1H-pyrazolo[3,4-c]pyridin-5-yl)methylene)propane-2-sulfinamide